1-(difluoromethyl)-6-(2-hydroxy-2-methylpropoxy)-N-[(4s)-6-({3-carbamoyl-6-methylpyrazolo[1,5-a]pyridin-2-yl}oxy)spiro[3.3]heptan-2-yl]-1H-indazole-3-carboxamide FC(N1N=C(C2=CC=C(C=C12)OCC(C)(C)O)C(=O)NC1CC2(C1)CC(C2)OC2=NN1C(C=CC(=C1)C)=C2C(N)=O)F